normal dodecanethiol C(CCCCCCCCCCC)S